NC=1C2=C(N=CN1)N(C1=C2C=2C(C(C=C1)=O)=C(ON2)C2CC2)C2=CC=C(C(=O)OC)C=C2 methyl 4-(11-amino-3-cyclopropyl-4-oxoisoxazolo[4'',3'':6',7']cyclohepta[1',2':4,5]pyrrolo[2,3-d]pyrimidin-7(4H)-yl)benzoate